Methyl 6-chloro-1-(2-methoxy-5-(methylsulfonyl)phenyl)-1H-pyrazolo[4,3-c]pyridine-3-carboxylate ClC1=CC2=C(C=N1)C(=NN2C2=C(C=CC(=C2)S(=O)(=O)C)OC)C(=O)OC